3-((2-ethoxy-3,4-dioxocyclobut-1-en-1-yl)amino)benzoic acid C(C)OC1=C(C(C1=O)=O)NC=1C=C(C(=O)O)C=CC1